FC(OC1=CC2=C(N=C(S2)NC(=O)[C@@H]2NCCC2)C=C1)(F)F (R)-N-(6-(trifluoromethoxy)benzo[d]thiazol-2-yl)pyrrolidine-2-carboxamide